2,2'-ethylidene-bis(4,6-di-t-butylphenol) C(C)(C1=C(C(=CC(=C1)C(C)(C)C)C(C)(C)C)O)C1=C(C(=CC(=C1)C(C)(C)C)C(C)(C)C)O